1,1-dimethyl-2,3-dihydro-1H-indene-5-carbaldehyde CC1(CCC2=CC(=CC=C12)C=O)C